N-((S)-1-(methoxy(methyl)amino)-1-oxo-3-(2-oxo-2,3-dihydro-1H-imidazol-1-yl)propan-2-yl)-2-(4-methoxy-1H-indole-2-carbonyl)octahydrocyclopenta[c]pyrrole-1-carboxamide CON(C([C@H](CN1C(NC=C1)=O)NC(=O)C1N(CC2C1CCC2)C(=O)C=2NC1=CC=CC(=C1C2)OC)=O)C